OC1=C(C=C(C=C1)C(C(C=C)=O)(C(C=C)=O)C1=CC(=C(C=C1)O)OC)OC Bis(4-hydroxy-3-methoxyphenyl)-1,6-heptadiene-3,5-dione